N-[4-ethylsulfanyl-2-(6-fluoro-3,4-dihydro-1H-isoquinolin-2-yl)-6-methyl-pyrimidin-5-yl]-3,3-dimethyl-butyramide C(C)SC1=NC(=NC(=C1NC(CC(C)(C)C)=O)C)N1CC2=CC=C(C=C2CC1)F